FC=1C=C(C=C(C1)F)[C@H]1CCC=2N1C=C(N2)NC([C@@H](C)N2C[C@@H](C(CC2)(F)F)C2=CC=[N+](C=C2)[O-])=O 4-((S)-1-((R)-1-(((R)-5-(3,5-difluorophenyl)-6,7-dihydro-5H-pyrrolo[1,2-a]imidazol-2-yl)amino)-1-oxopropan-2-yl)-4,4-difluoropiperidin-3-yl)pyridine 1-oxide